7Z-tetradecenealdehyde C(C=CCCCCCCCCCCC)=O